C1(=CC=CC=C1)C1(CCCCC(CCCCC1)C(=O)[O-])C1=CC=CC=C1 diphenylcycloundecane-6-carboxylate